tert-Butyl 4-(chloromethyl)-3,6-dihydro-2H-pyridine-1-carboxylate ClCC=1CCN(CC1)C(=O)OC(C)(C)C